C(C)(C)(C)[S@@](=O)N[C@H](COC1CC1)C1=CC=2N(N=C1)C=C(N2)[C@H](C2CCC(CC2)(F)F)NC(OC(C)(C)C)=O tert-Butyl ((S)-(7-((S)-1-(((R)-tert-butyl sulfinyl)amino)-2-cyclopropoxyethyl)imidazo[1,2-b]pyridazin-2-yl)(4,4-difluorocyclohexyl)methyl)carbamate